3-bromo-2-(1-fluorocyclopropane-1-carboxamido)-N,5-dimethylbenzamide BrC=1C(=C(C(=O)NC)C=C(C1)C)NC(=O)C1(CC1)F